1-(2-Methyl-1-(piperidin-4-yl)-1H-indol-4-yl)dihydropyrimidine-2,4(1H,3H)-dione CC=1N(C2=CC=CC(=C2C1)N1C(NC(CC1)=O)=O)C1CCNCC1